C1(=CC=CC=C1)N(C(C)=O)C1=CC=CC=C1 N,N-diphenyl-acetamide